(2-(pivaloyloxy)ethyl)triphenyl-phosphonium bromide [Br-].C(C(C)(C)C)(=O)OCC[P+](C1=CC=CC=C1)(C1=CC=CC=C1)C1=CC=CC=C1